C(#N)C=1C=C(C=C(C1)F)[C@@H]1CC=NN1C(=O)N1CC(C1)OC1=C(C=CC(=N1)C1=C(C(=NN1C)C(=O)N)C)F (S)-5-(6-((1-(5-(3-cyano-5-fluorophenyl)-4,5-dihydro-1H-pyrazole-1-carbonyl)azetidin-3-yl)oxy)-5-fluoropyridin-2-yl)-1,4-dimethyl-1H-pyrazole-3-carboxamide